C(#N)C1=C(N=C(S1)N(C1=C(N=C2N1C=C(C=C2)C=2C=NC(=NC2)NCC2CN(C2)C(=O)OC(C)(C)C)CC)C)C2=CC=C(C=C2)F tert-butyl 3-(((5-(3-((5-cyano-4-(4-fluoro phenyl)thiazol-2-yl)(methyl)amino)-2-ethylimidazo[1,2-a]pyridin-6-yl)pyrimidin-2-yl)amino)methyl)azetidine-1-carboxylate